CC1=CC(=NO1)NS(=O)(=O)C2=CC=C(C=C2)NC(=O)C The molecule is a sulfonamide compound having a 4-acetamidophenyl group attached to the sulfur atom and a 1,2-oxazol-3-yl group attached to the nitrogen atom. It has a role as a marine xenobiotic metabolite and a drug metabolite. It is a member of isoxazoles and a sulfonamide. It derives from a sulfamethoxazole and a sulfanilamide.